BrC1=CC=C2C(=N1)N=C(N2CC)C 5-bromo-1-ethyl-2-methylimidazo[4,5-b]pyridine